C(C)(C)(C)OC(=O)N1CCC(CC1)N1N=CC=C1SCC1=C(C=C(C=C1)C#N)F.FC=1C=C(C=CC1NC(C)=O)C1=C(C(=CC=C1)C1=CN=C(O1)C1=CC=CC=C1)O N-(3-fluoro-2'-hydroxy-3'-(2-phenyloxazol-5-yl)-[1,1'-biphenyl]-4-yl)acetamide tert-butyl-4-(5-((4-cyano-2-fluorobenzyl)thio)-1H-pyrazol-1-yl)piperidine-1-carboxylate